CS(=O)(=O)OC1CCN(CC1)C(=O)OC(C)(C)C tert-butyl 4-(methylsulfonyloxy)piperidine-1-carboxylate